(2-{[(S)-phenyl((3R)-1,2,3,4-tetrahydro-1,5-naphthyridin-3-yl)methyl]amino}ethyl)benzoic acid C1(=CC=CC=C1)[C@H]([C@H]1CNC2=CC=CN=C2C1)NCCC1=C(C(=O)O)C=CC=C1